N1=CCCC2=NC=CC=C12 3,4-dihydro-1,5-naphthyridine